[N+](=O)([O-])C=1C=NC=2NCCCC2C1N1C[C@H](CCC1)NC(OC(C)(C)C)=O tert-Butyl ((3S)-1-(3-nitro-5,6,7,8-tetrahydro-1,8-naphthyridin-4-yl)piperidin-3-yl)carbamate